hexahydroindolizin-5(1H)-one C1CCN2C(CCCC12)=O